ethyl (5-ethynyl-6-fluoro-4-(8-fluoro-2-(((2R,7aS)-2-fluorotetrahydro-1H-pyrrolizin-7a(5H)-yl) methoxy)-4-(1,4-oxazepan-4-yl) pyrido[4,3-d]pyrimidin-7-yl) naphthalen-2-yl) carbonate C(OCC)(OC1=CC2=CC=C(C(=C2C(=C1)C1=C(C=2N=C(N=C(C2C=N1)N1CCOCCC1)OC[C@]12CCCN2C[C@@H](C1)F)F)C#C)F)=O